3-(2-fluoro-4-methyl-phenyl)-4-[6-[(3S)-1-(3-fluoropropyl)pyrrolidin-3-yl]oxy-3-pyridyl]-2H-thiochromen-7-ol FC1=C(C=CC(=C1)C)C=1CSC2=CC(=CC=C2C1C=1C=NC(=CC1)O[C@@H]1CN(CC1)CCCF)O